Cl.CC1CCC(CC1)N(C(C(C)C)=O)[C@H]1C[C@H](NC1)C(=O)OC methyl (2S,4S)-4-(N-((1s,4R)-4-methylcyclohexyl)isobutyramido)pyrrolidine-2-carboxylate hydrochloric acid salt